(R)-1-(7-(8-ethyl-7-fluoro-3-hydroxynaphthalen-1-yl)-2-(((2R,7aS)-2-fluorohexahydro-1H-pyrrolizin-7a-yl)methoxy)-5,6,7,8-tetrahydropyrido[3,4-d]pyrimidin-4-yl)-3-methylpiperidin-3-ol C(C)C=1C(=CC=C2C=C(C=C(C12)N1CC=2N=C(N=C(C2CC1)N1C[C@@](CCC1)(O)C)OC[C@]12CCCN2C[C@@H](C1)F)O)F